methyl-8-(2-(dimethylamino)-3-((8-(2-octylcyclopropyl)octyl)oxy)propoxy)octanoate COC(CCCCCCCOCC(COCCCCCCCCC1C(C1)CCCCCCCC)N(C)C)=O